3,3-Bis[1,1-bis(4-dimethylaminophenyl)ethen-2-yl]-4,5,6,7-tetrachlorophthalide CN(C1=CC=C(C=C1)C(=CC1(OC(=O)C2=C(C(=C(C(=C12)Cl)Cl)Cl)Cl)C=C(C1=CC=C(C=C1)N(C)C)C1=CC=C(C=C1)N(C)C)C1=CC=C(C=C1)N(C)C)C